C(C)(C)(C)C1=NC(=NO1)C(=O)NCC1=C(C=C(C=C1)C1=NC=NN2C1=CC(=C2)N2CCOCC2)C(F)F 5-(tert-butyl)-N-(2-(difluoromethyl)-4-(6-morpholinopyrrolo[2,1-f][1,2,4]triazin-4-yl)benzyl)-1,2,4-oxadiazole-3-carboxamide